5-[1-(4-Chlorophenyl)-1H-pyrrolo[2,3-c]pyridin-2-yl]pyrimidine ClC1=CC=C(C=C1)N1C(=CC=2C1=CN=CC2)C=2C=NC=NC2